nitroresorcinol C1=CC(=C(C(=C1)O)[N+](=O)[O-])O